(+)-1-[4-(4-methoxy-phenyl)-2-oxo-pyrrolidin-3-yl]-3-(p-tolyl)urea COC1=CC=C(C=C1)C1C(C(NC1)=O)NC(=O)NC1=CC=C(C=C1)C